BrC1=C(C=C(C=N1)N)C 6-bromo-5-methyl-pyridin-3-amine